4-(6-(4-acrylamidophenyl)-4-aminopyrazolo[5,1-f][1,2,4]triazin-5-yl)-N-(2-(dimethylamino)ethyl)-2-methoxybenzamide C(C=C)(=O)NC1=CC=C(C=C1)C1=NN2N=CN=C(C2=C1C1=CC(=C(C(=O)NCCN(C)C)C=C1)OC)N